N1(N=CN=C1)C1CC2NC(C1)C2 3-exo-(1,2,4-triazol-1-yl)-6-azabicyclo[3.1.1]heptane